N-(2-(N-benzyl-2-hydroxy-3-phenylpropanamido)-3,5-DIMETHYLPHENYL)-2,3,4,5,6-pentafluorobenzamide C(C1=CC=CC=C1)N(C(C(CC1=CC=CC=C1)O)=O)C1=C(C=C(C=C1C)C)NC(C1=C(C(=C(C(=C1F)F)F)F)F)=O